4-((3-aminopropyl)thio)-2-(2,6-dioxopiperidin-3-yl)isoindoline-1,3-dione NCCCSC1=C2C(N(C(C2=CC=C1)=O)C1C(NC(CC1)=O)=O)=O